ClC1=C(C=CC=C1)N1N=C(C=C1)N 1-(2-chlorophenyl)-1H-pyrazol-3-amine